ethyl (E)-4-((1r,4r)-4-(3-bromo-2-methylphenoxy)cyclohexyl)-2-methylbut-2-enoate BrC=1C(=C(OC2CCC(CC2)C/C=C(/C(=O)OCC)\C)C=CC1)C